tris[4-(vinyloxy) butyl]1,2,4-benzenetricarboxylate C(=C)OCCCCC=1C(=C(C(=C(C1C(=O)[O-])C(=O)[O-])CCCCOC=C)C(=O)[O-])CCCCOC=C